N4-(4-fluorophenyl)-N6-(4-methoxyphenyl)-1-tetrahydropyran-4-yl-pyrazolo[3,4-d]pyrimidine-4,6-diamine FC1=CC=C(C=C1)NC1=C2C(=NC(=N1)NC1=CC=C(C=C1)OC)N(N=C2)C2CCOCC2